CC1=C(C(=C(C=C1)N)N)N 4-methyl-1,2,3-benzenetriamine